OCC1(CC1)OCC=1C=NC(=C(C(=O)O)C1)OC 5-((1-(hydroxymethyl)cyclopropoxy)methyl)-2-methoxynicotinic acid